O=C1N(CCC(N1)=O)C=1C=C(C(=O)N2CCC3(CC2)CCC(CC3)N3CCN(CC3)C=3C=CC2=CN(N=C2C3)C3CCC(CC3)CNC(C3=CC(=C(C(=C3)F)O)F)=O)C=CC1C N-({(1r,4r)-4-[6-(4-{3-[3-(2,4-dioxo-1,3-diazinan-1-yl)-4-methylbenzoyl]-3-azaspiro[5.5]undecan-9-yl}piperazin-1-yl)-2H-indazol-2-yl]cyclohexyl}methyl)-3,5-difluoro-4-hydroxybenzamide